N-(Cyclopropylmethyl)-2-(4-fluorophenyl)oxazole-4-carboxamide C1(CC1)CNC(=O)C=1N=C(OC1)C1=CC=C(C=C1)F